(3S,6S,6aR)-11-hydroxy-6-methoxy-3-methyl-1,10-dioxo-N-(2,4,6-trifluorobenzyl)-1,3,4,5,6,7,8,10-octahydro-2,6a-methano[1,4]diazonino[9,1,2-cd]indolizine-9-carboxamide OC1=C2N3[C@@]4(CCC3=C(C1=O)C(=O)NCC1=C(C=C(C=C1F)F)F)[C@H](CC[C@@H](N(C2=O)C4)C)OC